t-butyl (3-aminopropyl)-carbamate NCCCNC(OC(C)(C)C)=O